C(C=C)SC1=NC=NN1CC1(OCC1C1=C(C=CC=C1)Cl)C1=C(C=C(C=C1)F)F 5-(allylsulfanyl)-1-{[3-(2-chlorophenyl)-2-(2,4-difluorophenyl)oxetan-2-yl]Methyl}-1H-1,2,4-triazole